C[C@H]1CN(C[C@@H](O1)C)C=1C=2N(C=C(C1)S(=O)(=O)NC1(COC1)C)C(=NC2)CO 8-((2S,6S)-2,6-dimethylmorpholinyl)-3-(hydroxymethyl)-N-(3-methyloxetane-3-yl)imidazo[1,5-a]pyridine-6-sulfonamide